CCCCCCCCCCCCCCCCCC(=O)OC(CCCCCC)CCCCCCCCCCC(=O)[O-] The molecule is a monocarboxylic acid anion that is the conjugate base of 12-(octadecanoyloxy)octadecanoic acid, obtained by deprotonation of the carboxy group; major species at pH 7.3. It is a conjugate base of a 12-(octadecanoyloxy)octadecanoic acid.